C(CC1=CC=CC=C1)C1=CC2=C(C=N1)C(OC(O2)(C)C)=O 7-(phenethyl)-2,2-dimethyl-4H-[1,3]-dioxino[5,4-c]pyridin-4-one